(-)-1-[(3S*,4R*)-4-(2,6-difluoro-4-methoxyphenyl)-1-methyl-2-oxopyrrolidin-3-yl]-3-(p-tolyl)urea FC1=C(C(=CC(=C1)OC)F)[C@H]1[C@@H](C(N(C1)C)=O)NC(=O)NC1=CC=C(C=C1)C |o1:10,11|